N-[(1R,3S)-3-{[6-chloro-2-(trifluoromethyl)quinolin-4-yl]amino}cyclohexyl]-4-(propan-2-yl)piperazine-1-carboxamide ClC=1C=C2C(=CC(=NC2=CC1)C(F)(F)F)N[C@@H]1C[C@@H](CCC1)NC(=O)N1CCN(CC1)C(C)C